(imidazo[1,2-a]pyridin-3-yl)acetic acid N=1C=C(N2C1C=CC=C2)CC(=O)O